CC=1NC(=CC1C1=CC=C(C=C1)C1=NC=CC=C1)C1=CC=CC=C1 [4-(2-methyl-5-phenyl-1H-pyrrol-3-yl)phenyl]pyridine